CN1N=NN=C1C(C1=CC=CC=C1)=NOCC1=CC=CC(=N1)NC(OC(C)(C)C)=O tert-butyl {6-[({[(1-methyl-1H-tetrazol-5-yl)(phenyl)methylene]amino}oxy)methyl]pyridin-2-yl}-carbamate